CN1[C@@H]2CCC3=C([C@H]2C=2C=CC=C(C2C1)F)C=C(C(=C3)O)O (6aR,12bS)-(+)-N-methyl-4-fluoro-10,11-dihydroxy-5,6,6a,7,8,12b-hexahydrobenzo[a]phenanthridine